(R)-4-(3-(1-(but-2-ynoyl)pyrrolidin-3-yl)-5-ethoxy-8-methylimidazo[1,5-a]pyrazin-1-yl)-N-(pyridin-2-yl)benzamide C(C#CC)(=O)N1C[C@@H](CC1)C1=NC(=C2N1C(=CN=C2C)OCC)C2=CC=C(C(=O)NC1=NC=CC=C1)C=C2